NC1=NN2C(C=C(C=C2)C2=NC3=CC=C(C=C3C(=C2)C(=O)O)F)=N1 2-(2-amino-[1,2,4]triazolo[1,5-a]pyridin-7-yl)-6-fluoroquinoline-4-carboxylic acid